C1(CC1)C1=NC=NC=C1C1=C(OC2=C(N=CN=N2)N2CC3(CNC3)CC2)C=CC(=C1)F 6-(6-(2-(4-Cyclopropylpyrimidin-5-yl)-4-fluorophenoxy)-1,2,4-triazin-5-yl)-2,6-diazaspiro[3.4]octane